tert-butyl 6-(5-cyano-6-(5-methyl-1-(tetrahydro-2H-pyran-2-yl)-1H-indazol-4-yl)-2-(methylsulfonyl)pyrimidin-4-yl)-2,6-diazaspiro[3.4]octane-2-carboxylate C(#N)C=1C(=NC(=NC1C1=C2C=NN(C2=CC=C1C)C1OCCCC1)S(=O)(=O)C)N1CC2(CN(C2)C(=O)OC(C)(C)C)CC1